tert-butyl 6-bromo-2-(4-(tert-butoxycarbonyl)piperazine-1-carbonyl)-1H-benzo[d]imidazole-1-carboxylate BrC=1C=CC2=C(N(C(=N2)C(=O)N2CCN(CC2)C(=O)OC(C)(C)C)C(=O)OC(C)(C)C)C1